5-[hexahydro-4-(hydroxymethyl)-5-[(tetrahydro-2H-pyran-2-yl)oxy]-2(1H)-pentalenylidene]Pentanoic Acid OCC1C2CC(CC2CC1OC1OCCCC1)=CCCCC(=O)O